(2-ethoxy-4-nitro-5-fluorophenyl)-(4-ethylpiperazin-1-yl)methanone C(C)OC1=C(C=C(C(=C1)[N+](=O)[O-])F)C(=O)N1CCN(CC1)CC